BrC1=NN2C([C@H](N([C@@H](C2)C)C(=O)OC(C)(C)C)C)=C1 tert-butyl (4R,6R)-2-bromo-4,6-dimethyl-6,7-dihydro-4H-pyrazolo[1,5-a]pyrazine-5-carboxylate